5,6-Dimethyl-1,2,3-oxathiazin-4(3H)-one 2,2-dioxide CC=1C(NS(OC1C)(=O)=O)=O